alpha-Amino-3-hydroxy-5-methyl-4-isoxazole-propionic acid NC(C(=O)O)CC=1C(=NOC1C)O